3-amino-6-chloro-4-(7-chloro-1H-indazol-4-yl)-7-(difluoromethoxy)-1H-quinolin-2-one NC=1C(NC2=CC(=C(C=C2C1C1=C2C=NNC2=C(C=C1)Cl)Cl)OC(F)F)=O